C(C)(C)(C)OC(CCCC(=O)OC(C)(C)C)=O di-t-butylpentandioat